N1(CCCCC1)C=1C=C2C=CC(=CC2=CC1)C(=CS(=O)(=O)N)C 2-(6-(piperidin-1-yl)naphthalen-2-yl)prop-1-ene-1-sulfonamide